N-(dimethylaminomethylene)butanamide CN(C)C=NC(CCC)=O